2,3-Difluorobenzoic acid [(2R)-3-(3-ethyl-4-oxo-spiro[6,8-dihydro-5H-pyrazolo[4,3-c]azepin-7,4'-tetrahydropyran]-1-yl)-2-methyl-propyl] ester C(C)C1=NN(C2=C1C(NCC1(CCOCC1)C2)=O)C[C@H](COC(C2=C(C(=CC=C2)F)F)=O)C